OC(=O)C(F)(F)F.FC1=CC=C(C=C1)C1C(C1)NCC1CCN(CC1)CCOC1=NC=C(C(=O)NO)C=C1 6-(2-(4-(((2-(4-fluorophenyl)cyclopropyl)amino)methyl)piperidin-1-yl)ethoxy)-N-hydroxynicotinamide TFA salt